N(C(=N)N)[C@@H]1[C@@H](C1)C(=O)O (1R,2S)-2-carbamimidamidocyclopropane-1-carboxylic acid